O=C1N(CCC(N1)=O)C1=C(CN2CCC(CC2)C2=CC=C(C=C2)NC=2C(=NC=C(N2)N2C[C@@H](CCC2)N2C(N(CC2)C)=O)C(=O)N)C=CC=C1 (R)-3-((4-(1-(2-(2,4-dioxotetrahydropyrimidin-1(2H)-yl)benzyl)piperidin-4-yl)phenyl)amino)-5-(3-(3-methyl-2-oxoimidazolin-1-yl)piperidin-1-yl)pyrazine-2-carboxamide